[Pb]=O.[Sb].[Sn] tin-antimony-lead oxide